3-(5-((7-(cyclohexylamino)heptyl)amino)benzofuran-3-yl)piperidine-2,6-dione C1(CCCCC1)NCCCCCCCNC=1C=CC2=C(C(=CO2)C2C(NC(CC2)=O)=O)C1